BrC1=CC=C2C(C(N(C2=C1)CC1CCN(CC1)C1=CC=CC=C1)=O)(C)C 6-bromo-3,3-dimethyl-1-((1-phenylpiperidin-4-yl)methyl)indolin-2-one